(2-methyl-4-(6-(tetrahydro-2H-pyran-4-yl)pyrrolo[2,1-f][1,2,4]triazin-4-yl)phenyl)methanamine CC1=C(C=CC(=C1)C1=NC=NN2C1=CC(=C2)C2CCOCC2)CN